CNCCC(=O)N1CC(C1)NC1=CC=C(C=N1)C#N 6-[[1-[3-(Methylamino)propionyl]azetidin-3-yl]amino]pyridine-3-carbonitrile